4-[6-Chloro-1-(4,6-diisopropylpyrimidin-5-yl)-4-[(2S,5R)-2,5-dimethyl-4-prop-2-enoyl-piperazin-1-yl]-2-oxo-pyrido[2,3-d]pyrimidin-7-yl]-3-fluoro-benzonitrile ClC1=CC2=C(N(C(N=C2N2[C@H](CN([C@@H](C2)C)C(C=C)=O)C)=O)C=2C(=NC=NC2C(C)C)C(C)C)N=C1C1=C(C=C(C#N)C=C1)F